2-(2-chloro-4-methoxy-5-methyl-phenyl)-1,1,1-trifluoro-pent-4-en-2-ol ClC1=C(C=C(C(=C1)OC)C)C(C(F)(F)F)(CC=C)O